ClC1=CC=C(C(=O)NC(C)C2=NC=3CCCN(C3C=C2)C(C2=NC=CC(=C2)C2CC2)=O)C=C1 4-Chloro-N-(1-(5-(4-cyclopropylpicolinoyl)-5,6,7,8-tetrahydro-1,5-naphthyridin-2-yl)ethyl)benzamid